5-(2-chlorophenoxy)-6-fluoro-3-(((3-fluoropyridin-2-yl)methyl)amino)-4H-benzo[e][1,2,4]thiadiazine 1,1-dioxide ClC1=C(OC2=C(C=CC3=C2NC(=NS3(=O)=O)NCC3=NC=CC=C3F)F)C=CC=C1